2-(5-(((5-cyclopropyl-7-(3,3-difluoropiperidin-1-yl)-5H-pyrrolo[3,2-d]pyrimidin-2-yl)thio)methyl)-2-fluorophenyl)acetic acid C1(CC1)N1C=C(C=2N=C(N=CC21)SCC=2C=CC(=C(C2)CC(=O)O)F)N2CC(CCC2)(F)F